ClC1=C(C=CC=C1)[C@H]1[C@H](CN(C1)C(C(C)(C)C)=O)C(=O)N1CCC(CC1)(C(=O)N[C@H](C)\C=C/S(=O)(=O)C)F 1-((3R,4R)-4-(2-chlorophenyl)-1-pivaloylpyrrolidine-3-carbonyl)-4-fluoro-N-((R,Z)-4-(methylsulfonyl)but-3-en-2-yl)piperidine-4-carboxamide